2-(benzyloxy)-6-(methylthio)benzaldehyde C(C1=CC=CC=C1)OC1=C(C=O)C(=CC=C1)SC